C(C)[C@@H]1N(C2=CC=CC=C2CC1)S(=O)(=O)C=1C=CC(=C(C(=O)OC)C1)O methyl (S)-5-((2-ethyl-3,4-dihydroquinolin-1(2H)-yl)sulfonyl)-2-hydroxybenzoate